benzyl N6-Boc-N2-(5-((E)-(1-((1R,4R)-4-(cyanomethyl)cyclohexyl)-1,6-dihydroimidazo[4,5-d]pyrrolo[2,3-b]pyridin-2-yl)diazenyl)-2-hydroxybenzoyl)-D-lysinate C(=O)(OC(C)(C)C)NCCCC[C@@H](NC(C1=C(C=CC(=C1)\N=N\C1=NC=2C(=C3C(=NC2)NC=C3)N1C1CCC(CC1)CC#N)O)=O)C(=O)OCC1=CC=CC=C1